3-(6-((1S,6R,7R)-7-(aminomethyl)-7-(2-fluorophenyl)-3-azabicyclo[4.1.0]heptan-3-yl)-1H-pyrazolo[3,4-b]pyrazin-3-yl)-4-chlorobenzoic acid NC[C@@]1([C@@H]2CCN(C[C@H]12)C1=CN=C2C(=N1)NN=C2C=2C=C(C(=O)O)C=CC2Cl)C2=C(C=CC=C2)F